C(CC\C=C\CC\C=C\CC=C)=O (4e,8e)-dodeca-4,8,11-trienal